ClC=1SC2=NC=CC=C2N1 2-chlorothiazolo[5,4-b]pyridine